O=S1(CC(=CC1)N(S(=O)(=O)C1=CC2=CC=CC=C2C=C1)C)=O N-(1,1-dioxido-2,5-dihydrothiophen-3-yl)-N-methylnaphthalene-2-sulfonamide